C1(=CC=CC=C1)C1(C(C1)C=1NCCN1)C1=CC=CC=C1 2-(2,2-diphenylcyclopropyl)-4,5-dihydro-1H-imidazole